C(C1=CC=CC=C1)OC1=CC=C(C=C1)CC[N+](=O)[O-] 1-(benzyloxy)-4-(2-nitroethyl)benzene